(2R,3R,4S,5S)-2-(4-Amino-5-(benzylthio)-7H-pyrrolo[2,3-d]pyrimidin-7-yl)-5-((((3-methyl-5-phenylisoxazol-4-yl)methyl)thio)methyl)tetrahydrofuran-3,4-diol NC=1C2=C(N=CN1)N(C=C2SCC2=CC=CC=C2)[C@@H]2O[C@@H]([C@H]([C@H]2O)O)CSCC=2C(=NOC2C2=CC=CC=C2)C